CCCCCCCCCCCCCCCC(=O)OCC(COC(=O)CCCCCCC/C=C\\CCCCCCCC)OC(=O)CCCCCCC/C=C\\CCCCCCCC The molecule is a triglyceride in which the acyl groups at positions 1 and 2 are specified as oleoyl while that at position 3 is specified as palmitoyl. It derives from a hexadecanoic acid and an oleic acid.